4-(aminomethyl)-6-(5-(methylsulfonyl)-pyridin-3-yl)phthalazin-1(2H)-one NCC1=NNC(C2=CC=C(C=C12)C=1C=NC=C(C1)S(=O)(=O)C)=O